C[C@@H]1NC[C@H](N(C1)C(C=C)=O)C (2S,5R)-2,5-dimethyl-4-(prop-2-enoyl)piperazin